1,4-bis(glycidoxy)-5-bromonaphthalene C(C1CO1)OC1=CC=C(C2=C(C=CC=C12)Br)OCC1CO1